(2S)-2-(benzenesulfonamido)-N-[(1S)-1-[5-(2,4-difluorophenyl)-1H-imidazol-2-yl]ethyl]-4-[(2S)-2-methyl-1-piperidyl]-4-oxo-butanamide C1(=CC=CC=C1)S(=O)(=O)N[C@H](C(=O)N[C@@H](C)C=1NC(=CN1)C1=C(C=C(C=C1)F)F)CC(=O)N1[C@H](CCCC1)C